9-(4-((3-hydroxy-3-methylpyrrolidin-1-yl)carbonyl)phenyl)-2-(trifluoromethyl)-4H-pyrido[1,2-a]pyrimidin-4-one OC1(CN(CC1)C(=O)C1=CC=C(C=C1)C1=CC=CN2C1=NC(=CC2=O)C(F)(F)F)C